N-(4-(1-(6-methoxynicotinoyl)-3-methyl-1,2,3,6-tetrahydropyridin-4-yl)-1H-pyrrolo[2,3-b]pyridin-6-yl)cyclopropylcarboxamide COC1=NC=C(C(=O)N2CC(C(=CC2)C2=C3C(=NC(=C2)NC(=O)C2CC2)NC=C3)C)C=C1